ClC1=C(C=CC(=C1)S(=O)(=O)C)NCC#C 3-[(2-chloro-4-methanesulfonylphenyl)amino]prop-1-yn